N-{4-[2-(2-chlorophenyl)acetylamino]pyridin-2-yl}-N-(2,4-difluorophenyl)acetamide ClC1=C(C=CC=C1)CC(=O)NC1=CC(=NC=C1)N(C(C)=O)C1=C(C=C(C=C1)F)F